C(C)(C)(C)OC(CN1C(=C(C2=CC=C(C(=C12)Cl)Cl)I)/C=C/C(=O)OCC)=O Ethyl (E)-3-[1-(2-tert-butoxy-2-oxo-ethyl)-6,7-dichloro-3-iodo-indol-2-yl]prop-2-enoate